[2,4,6-trifluoro-3-(propan-2-yloxy)phenyl]boronic acid FC1=C(C(=CC(=C1OC(C)C)F)F)B(O)O